FC=1C=C(C2=C(SC=C2)C1)N1CCN(CC1)CCC1=CC=C2C=CC(N(C2=C1)COC(C)C)=O 7-(2-(4-(6-Fluorobenzo[b]thiophen-4-yl)piperazin-1-yl)ethyl)-1-(isopropoxymethyl)quinolin-2(1H)-one